ClC=1N(C2=C(C=CC(=C2C1)OC)Cl)CCNC1=CC(=NC=N1)C1=CC(=C(C(=O)O)C=C1)OCC 4-{6-[2-(2,7-Dichloro-4-methoxy-indol-1-yl)-ethylamino]-pyrimidin-4-yl}-2-ethoxy-benzoic acid